1-(2-(4-(1H-pyrazol-4-yl)phenyl)isoindolin-5-ylmethyl)pyrrolidin-2-one Tert-butyl-(Z)-(3-((3-((tert-butyldiphenylsilyl)oxy)-1-cyanoprop-1-en-2-yl)amino)propyl)-(methyl)carbamate C(C)(C)(C)OC(N(C)CCCN\C(=C/C#N)\CO[Si](C1=CC=CC=C1)(C1=CC=CC=C1)C(C)(C)C)=O.N1N=CC(=C1)C1=CC=C(C=C1)N1CC2=CC=C(C=C2C1)CN1C(CCC1)=O